8-(6-(tert-butyl)-5-fluoropyridin-3-yl)-3-((dimethylamino)methyl)-6-oxo-3,4-dihydro-2H,6H-pyrimido[2,1-b][1,3]thiazine-7-carbonitrile C(C)(C)(C)C1=C(C=C(C=N1)C=1N=C2SCC(CN2C(C1C#N)=O)CN(C)C)F